N-[2-amino-1,2-bis(2,4,6-trimethylphenyl)ethyl]-4-methylbenzenesulfonamide NC(C(C1=C(C=C(C=C1C)C)C)NS(=O)(=O)C1=CC=C(C=C1)C)C1=C(C=C(C=C1C)C)C